(3aR,5s,6aS)-2-((tetrahydro-2H-pyran-4-yl)methyl-d)-N-(6-(2-(trifluoromethyl)pyridin-3-yl)pyridazin-3-yl)octahydrocyclopenta[c]pyrrol-5-amine O1CCC(CC1)C(N1C[C@@H]2[C@H](C1)CC(C2)NC=2N=NC(=CC2)C=2C(=NC=CC2)C(F)(F)F)[2H]